tert-butyl 4-((3-fluorophenyl)(methyl)amino)benzoate FC=1C=C(C=CC1)N(C1=CC=C(C(=O)OC(C)(C)C)C=C1)C